C1(CC1)CC(=O)N1[C@H]([C@H](CCC1)NS(=O)(=O)C)COC1CCN(CC1)C1=C(C=CC=C1)F N-(cis-1-(cyclopropylacetyl)-2-(((1-(2-fluorophenyl)piperidin-4-yl)oxy)methyl)piperidin-3-yl)methanesulfonamide